NC1=NC=C2N(C(N(C2=N1)[C@@H]1O[C@@H]([C@H]([C@H]1O)F)CO)=O)CC1=CC=C(C=C1)Cl 2-amino-9-((2R,3S,4S,5R)-4-fluoro-3-hydroxy-5-(hydroxymethyl)tetrahydrofuran-2-yl)-7-(4-chlorobenzyl)-7,9-dihydro-8H-purin-8-one